C(C)C=1N=C2C(=NC(=NN2C1Br)Cl)OC1CCCC1 ethyl-7-bromo-2-chloro-4-(cyclopentyloxy)imidazo[2,1-f][1,2,4]triazine